C1CC12CCN(CC2)C2=C(C(=O)NC1=C3CCC4(CC3=CC=C1)CCCC4)C=CC(=C2)NS(=O)(=O)CCO 2-{6-azaspiro[2.5]octan-6-yl}-N-{3',4'-dihydro-1'H-spiro[cyclopentane-1,2'-naphthalen]-5'-yl}-4-(2-hydroxyethanesulfonylamino)benzamide